beta-glycerophosphate sodium salt hydrate CC(CO)OOP(=O)([O-])[O-].[Na+].[Na+]